N-(2-chloro-3-(trifluoro-methyl)benzyl)-8-oxo-5,6,7,8-tetrahydroquinoline-5-carboxamide ClC1=C(CNC(=O)C2C=3C=CC=NC3C(CC2)=O)C=CC=C1C(F)(F)F